C(C1=CC=CC=C1)N1CCN(CC1)CCC(=O)NC=1SC=C(N1)C1=CC=CC=C1 3-(4-benzyl-piperazin-1-yl)-N-(4-phenyl-thiazol-2-yl)-propionamide